C(C)C(COC([C@@H](N[P@](=O)(OC1=CC=CC=C1)OC1=CC=C(C=C1)[N+](=O)[O-])C)=O)CC ((S)-(4-nitrophenoxy)(phenoxy)phosphoryl)-L-alanine 2-ethylbutyl ester